(1s,3R,5'R,7a'S)-5'-(pyrazin-2-yl)-3-(pyrrolo[2,1-f][1,2,4]triazin-4-yloxy)tetrahydro-3'H-spiro[cyclobutane-1,2'-pyrrolo[2,1-b]oxazol]-3'-one N1=C(C=NC=C1)[C@H]1CC[C@@H]2OC3(C(N21)=O)CC(C3)OC3=NC=NN2C3=CC=C2